FC(C1(CC(=NO1)C1=C(C=CC=C1OC)F)O)F 5-(difluoromethyl)-3-(2-fluoro-6-methoxyphenyl)-4H-isoxazol-5-ol